(S)-2-[4-bromo-2-(2-imidazolyl)phenoxy]propionic acid BrC1=CC(=C(O[C@H](C(=O)O)C)C=C1)C=1NC=CN1